CC(C)C1CCC(CC1O)(C)Cl Chloromenthol